FC1(CC(C1)N1C(=NC2=NC=C(C=C21)C=2C=CN1N=C(N=CC12)NC=1C=NN(C1)C)C)F 5-(1-(3,3-difluorocyclobutyl)-2-methyl-1H-imidazo[4,5-b]pyridin-6-yl)-N-(1-methyl-1H-pyrazol-4-yl)pyrrolo[2,1-f][1,2,4]triazin-2-amine